(S)-2-((tert-butoxycarbonyl) amino)-3-(cyclopropylmethoxy)-3-methylbutanoate C(C)(C)(C)OC(=O)N[C@H](C(=O)[O-])C(C)(C)OCC1CC1